N1(C=NC=C1)CC1=CC(=C2CCN(C(C2=C1)=O)C1=NC(=NC2=CC(=C(C=C12)OC)OC)NC)C=1C(=NN(C1)C)C(F)(F)F 7-((1H-Imidazol-1-yl)methyl)-2-(6,7-dimethoxy-2-(methylamino)quinazolin-4-yl)-5-(1-methyl-3-(trifluoromethyl)-1H-pyrazol-4-yl)-3,4-dihydroisoquinolin-1(2H)-one